O1NC=CC2=CC=CC=C12 azachromene